Cl.CN[C@@H](C(=O)N[C@@H](CCCC1=CC=CC=C1)B1OC(C(O1)(C)C)(C)C)CCC (R)-2-(methylamino)-N-((R)-4-phenyl-1-(4,4,5,5-tetramethyl-1,3,2-dioxaborolan-2-yl)butyl)pentanamide hydrochloride